(R)-4-(5-fluoro-4-(2-fluoro-4-methoxyphenyl)-2-oxopyridin-1(2H)-yl)-2-methyl-2-(methylsulfonyl)butanamido phosphate, dipotassium salt [K+].[K+].P(=O)(ONC([C@@](CCN1C(C=C(C(=C1)F)C1=C(C=C(C=C1)OC)F)=O)(S(=O)(=O)C)C)=O)([O-])[O-]